pyrimidine-3-carboxylic acid hydrochloride Cl.N=1CN(C=CC1)C(=O)O